2'-chloro-N-(5-(3-chloropicolinoyl)-5,6-dihydro-4H-pyrrolo[3,4-d]thiazol-2-yl)-5'-methoxy-6-methyl-[4,4'-bipyridine]-3-carboxamide ClC1=NC=C(C(=C1)C1=C(C=NC(=C1)C)C(=O)NC=1SC2=C(N1)CN(C2)C(C2=NC=CC=C2Cl)=O)OC